3-ethyl-6-(1,3,5-trimethyl-1H-pyrazol-4-yl)-3,4-dihydropyrazino[1,2-a]indol-1(2H)-one C(C)C1NC(C=2N(C=3C(=CC=CC3C2)C=2C(=NN(C2C)C)C)C1)=O